C(C)(C)S(=O)(=O)C=1C=C(N)C=CC1 3-(isopropylsulfonyl)aniline